copper ethylenediamine tetraacetate sodium salt [Na].C(C)(=O)ON(CCN(OC(C)=O)OC(C)=O)OC(C)=O.[Cu]